ClC1=CC=C(C=C1)[C@@H](C)N (1R)-1-(4-chlorophenyl)ethylamine